thio-methylal CSCOC